tert-butyldimethyl-{[3-(tetramethyl-1,3,2-dioxaborolan-2-yl)prop-2-en-1-yl]Oxy}silane C(C)(C)(C)[Si](OCC=CB1OC(C(O1)(C)C)(C)C)(C)C